COC1=CC=C2NC=C(CCN(CCC)CCC)C2=C1 5-methoxy-N,N-Dipropyltryptamine